C(#N)C1=NC=CC=C1 Cyano-Pyridin